(R)-2-(6-(5-(hydroxymethyl)-6,7-Dihydro-5H-pyrrolo[2,1-c][1,2,4]triazol-3-yl)pyridin-2-yl)-6-(isopropyl(methyl)Amino)-4-((methylamino)methyl)-2,3-dihydro-1H-pyrrolo[3,4-c]pyridin-1-one OC[C@H]1CCC2=NN=C(N21)C2=CC=CC(=N2)N2CC=1C(=NC(=CC1C2=O)N(C)C(C)C)CNC